NC1=C(C=C(C=C1)C1=CC=C2C=CC(=C(C2=C1)NCC(C#N)=C)OC)OC(F)F 2-[({7-[4-amino-3-(difluoromethoxy)phenyl]-2-methoxynaphthalen-1-yl}amino)methyl]prop-2-enenitrile